1-fluoro-4-(p-toluenesulfonyl)benzene FC1=CC=C(C=C1)S(=O)(=O)C1=CC=C(C)C=C1